5-(3'-chloro-4-isocyanato-4'-methoxy-[1,1'-biphenyl]-2-yl)-2-trityl-2H-tetrazole ClC=1C=C(C=CC1OC)C1=C(C=C(C=C1)N=C=O)C=1N=NN(N1)C(C1=CC=CC=C1)(C1=CC=CC=C1)C1=CC=CC=C1